(S)-8-(2-amino-6-((R)-2,2,2-trifluoro-1-(4'-methyl-[1,1'-biphenyl]-4-yl)ethoxy)pyrimidin-4-yl)-2,8-diazaspiro[4.5]decane-3-carboxylic acid NC1=NC(=CC(=N1)N1CCC2(C[C@H](NC2)C(=O)O)CC1)O[C@@H](C(F)(F)F)C1=CC=C(C=C1)C1=CC=C(C=C1)C